COC(=O)C=1C(=NC(=CC1N)C1=CC=C(C=C1)C(C)(C)C)Cl 4-amino-6-(4-tert-butylphenyl)-2-chloro-pyridine-3-carboxylic acid methyl ester